F[C@H]1[C@@H]2CC[C@H](C[C@H]1N(C)C=1SC(=NN1)C1=C(C=C(C=C1)C=1C=NNC1)OCOC)N2C(=O)OC(C)(C)C tert-butyl (1S,2S,3R,5R)-2-fluoro-3-((5-(2-(methoxymethoxy)-4-(1H-pyrazol-4-yl)phenyl)-1,3,4-thiadiazol-2-yl)(methyl)amino)-8-azabicyclo[3.2.1]octane-8-carboxylate